BrC=1C=C2C=C(N=CC2=C(C1)Cl)NC(=O)[C@H]1[C@@H](C1)C#N |r| (±)-trans-N-(6-bromo-8-chloro-3-isoquinolyl)-2-cyano-cyclopropanecarboxamide